(4-Amino-2-methyl-phenyl)-(9-hydroxy-3H-pyrrolo[2,3-c]quinolin-2-yl)-methanone NC1=CC(=C(C=C1)C(=O)C1=CC2=C(C=NC=3C=CC=C(C23)O)N1)C